tricyclo[5.4.0.02,4]Undecane-1(7),8,10-triene-8-carboxylic acid disodium salt [Na+].[Na+].C1=2C3CC3CCC2C(=CC=C1)C(=O)[O-].C1=2C3CC3CCC2C(=CC=C1)C(=O)[O-]